tert-butyl(4-((2-(2,6-dioxopiperidin-3-yl)-1-oxoisoindolin-4-yl)amino)-2,2-difluorobutyl)carbamate C(C)(C)(C)OC(NCC(CCNC1=C2CN(C(C2=CC=C1)=O)C1C(NC(CC1)=O)=O)(F)F)=O